6-cyclohexyl-3-(2-{[(3S)-piperidin-3-yl]amino}-5-(trifluoromethyl)pyrimidin-4-yl)-1H,6H,7H-pyrrolo[2,3-c]pyridin-7-one C1(CCCCC1)N1C(C2=C(C=C1)C(=CN2)C2=NC(=NC=C2C(F)(F)F)N[C@@H]2CNCCC2)=O